(S)-3-(4-chlorophenyl)-N'-((4-fluorophenyl)sulfonyl)-4-phenyl-N-(2-(piperazin-1-ylsulfonyl)ethyl)-4,5-dihydro-1H-pyrazole-1-carboxamide ClC1=CC=C(C=C1)C1=NN(C[C@@H]1C1=CC=CC=C1)C(=O)NCCS(=O)(=O)N1CCN(CC1)S(=O)(=O)C1=CC=C(C=C1)F